tert-butyl (S)-2-(6-chloro-2-(4,4-difluoropiperidine-1-carbonyl)-1,2,3,4-tetrahydroisoquinolin-8-yl)pyrrolidine-1-carboxylate ClC=1C=C2CCN(CC2=C(C1)[C@H]1N(CCC1)C(=O)OC(C)(C)C)C(=O)N1CCC(CC1)(F)F